NC1=C(SC2=NC(=CC=C21)C)C(=O)NCCC2=CC=C(C=C2)[C@]2(CN(CC2)C(=O)OC(C)(C)C)O |r| racemic-tert-butyl 3-(4-(2-(3-amino-6-methylthieno[2,3-b]pyridine-2-carboxamido)ethyl)phenyl)-3-hydroxypyrrolidine-1-carboxylate